3-fluoro-2-methoxy-5-(4,4,5,5-tetramethyl-1,3,2-dioxaborolan-2-yl)aniline FC=1C(=C(N)C=C(C1)B1OC(C(O1)(C)C)(C)C)OC